N-{4-[3-(3-Fluoroanilino)-6,6-dimethyl-4-oxo-4,5,6,7-tetrahydro-1H-pyrrolo[3,2-c]pyridin-2-yl]pyridin-2-yl}-2-(4-fluorophenyl)acetamid FC=1C=C(NC2=C(NC3=C2C(NC(C3)(C)C)=O)C3=CC(=NC=C3)NC(CC3=CC=C(C=C3)F)=O)C=CC1